1-Pentyl-3-ethylpyrrolium acetat C(C)(=O)[O-].C(CCCC)[NH+]1C=C(C=C1)CC